FC1=CC=C(C=C1)[C@@H](C)NC1=NC=NC2=CC=C(C=C12)I N-[(1R)-1-(4-fluorophenyl)ethyl]-6-iodo-quinazolin-4-amine